N-(3-(oxazol-4-ylmethyl)-5-(trifluoromethoxy)benzyl)-4-(2-((6-(pyridazin-4-yl)-1H-indazol-4-yl)oxy)ethoxy)butan-1-amine O1C=NC(=C1)CC=1C=C(CNCCCCOCCOC2=C3C=NNC3=CC(=C2)C2=CN=NC=C2)C=C(C1)OC(F)(F)F